Cl.CNCCOCCOCCOCCOCCOC=1C=C2C(N(C(C2=CC1)=O)C1C(NC(CC1)=O)=O)=O 5-(5,8,11,14-tetraoxa-2-azahexadecan-16-yloxy)-2-(2,6-dioxopiperidin-3-yl)isoindoline-1,3-dione hydrochloride